Methyl (E)-3-(4-methoxy-2-methylstyryl)benzoate COC1=CC(=C(/C=C/C=2C=C(C(=O)OC)C=CC2)C=C1)C